[4-(3,6-dibromo-9H-carbazol-9-yl)butyl]phosphoric acid BrC=1C=CC=2N(C3=CC=C(C=C3C2C1)Br)CCCCOP(O)(O)=O